tert-butyl (S)-1-((S)-3-(benzyloxycarbonylamino)-1-((S)-2-(3-aminobenzylcarbamoyl)pyrrolidin-1-yl)-1-oxopropan-2-ylamino)-1-oxopropan-2-yl(methyl)carbamate C(C1=CC=CC=C1)OC(=O)NC[C@@H](C(=O)N1[C@@H](CCC1)C(NCC1=CC(=CC=C1)N)=O)NC([C@H](C)N(C(OC(C)(C)C)=O)C)=O